6-bromo-4-chloroquinazoline BrC=1C=C2C(=NC=NC2=CC1)Cl